CN(C)C=1C(=C(C(=O)C2=CC=CC=C2)C=CC1)N(C)C bis(N,N'-dimethylamino)benzophenone